1-[2-(morpholin-4-yl)ethyl]-1H-pyrazole-4-carboxamide N1(CCOCC1)CCN1N=CC(=C1)C(=O)N